2-((2-(tert-butyl)-4-methoxyphenoxy)methyl)oxirane C(C)(C)(C)C1=C(OCC2OC2)C=CC(=C1)OC